1,2-Bis(2-(4,5-dihydro-1H-imidazol-2-yl)propan-2-yl)diazene dihydrochloride Cl.Cl.N1C(=NCC1)C(C)(C)N=NC(C)(C)C=1NCCN1